4-Methyl-2-(1,3,5-triazin-2-yl)aniline CC1=CC(=C(N)C=C1)C1=NC=NC=N1